(S)-4-((2-(2,2-difluoroethoxy)ethyl)(4-(5,6,7,8-tetrahydro-1,8-naphthyridin-2-yl)butyl)amino)-2-((1-methyl-1H-pyrazolo[3,4-d]pyrimidin-4-yl)amino)butanoic acid FC(COCCN(CC[C@@H](C(=O)O)NC1=C2C(=NC=N1)N(N=C2)C)CCCCC2=NC=1NCCCC1C=C2)F